6-bromo-4-fluoro-2,3-dihydro-isoindol-1-one BrC1=CC(=C2CNC(C2=C1)=O)F